trans-rac-N-(2-Chloro-5-(2,2-dichloro-3-(3,5-dichlorophenyl)cyclopropane-1-carboxamido)phenyl)isoxazole-5-carboxamide ClC1=C(C=C(C=C1)NC(=O)[C@@H]1C([C@H]1C1=CC(=CC(=C1)Cl)Cl)(Cl)Cl)NC(=O)C1=CC=NO1 |r|